CN(CCCC1=CNC=2C=CC=C(C12)O)C 3-(3-Dimethylamino-propyl)-1H-indol-4-ol